trifluoromethylphenyl-1-ethanone FC(F)(F)CC(=O)C1=CC=CC=C1